CC(CN1C2=CC=CC=C2CCC3=CC=CC=C31)CN(C)C The molecule is a dibenzoazepine that is 10,11-dihydro-5H-dibenzo[b,f]azepine substituted by a 3-(dimethylamino)-2-methylpropyl group at the nitrogen atom. It is used as an antidepressant. It has a role as an antidepressant, an environmental contaminant and a xenobiotic. It is a dibenzoazepine and a tertiary amino compound. It derives from an imipramine.